C(CCC)C1=CN=C(C(=N1)N1CCC(CC1)C#N)C1=CC=C(C=C1)OC 1-(6-butyl-3-(4-methoxyphenyl)pyrazin-2-yl)piperidine-4-carbonitrile